OC1N(C(C[C@H]1CCC)=O)[C@H](C(=O)N)CC (2S)-2-((3R)-2-hydroxy-5-oxo-3-propylpyrrolidin-1-yl)butanamide